benzoic acid-(2'-methyl-4'-isobutyryl-5'-hydroxy-phenyl) ester CC1=C(C=C(C(=C1)C(C(C)C)=O)O)OC(C1=CC=CC=C1)=O